NC1=NC(=C(C=C1C=1C=C2CCNC(C2=CC1F)=O)C1=CC(=C(C=C1)N1CCOCC1)CN1C[C@H](CC1)OC)F (S)-6-(2-amino-6-fluoro-5-(3-((3-methoxypyrrolidin-1-yl)methyl)-4-morpholinophenyl)pyridin-3-yl)-7-fluoro-3,4-dihydroisoquinolin-1(1H)-one